CC1(CCC=2C(=NNC2C1)C(CC(=O)OCC1=CC=CC=C1)=O)C benzyl 3-(6,6-dimethyl-4,5,6,7-tetrahydro-1H-indazol-3-yl)-3-oxopropionate